(1-Benzyl-4-(6-(1-((2,4-dimethylthiazol-5-yl)sulfonyl)-1H-1,2,3-triazol-4-yl)pyridin-3-yl)pyrrolidin-3-yl)(4-(bis(4-fluorophenyl)methylene)piperidin-1-yl)methanone C(C1=CC=CC=C1)N1CC(C(C1)C=1C=NC(=CC1)C=1N=NN(C1)S(=O)(=O)C1=C(N=C(S1)C)C)C(=O)N1CCC(CC1)=C(C1=CC=C(C=C1)F)C1=CC=C(C=C1)F